(cis)-3-(5-bromo-7-(difluoromethyl)-1H-benzo[d]imidazol-1-yl)-1-methylcyclobutan-1-ol BrC1=CC2=C(N(C=N2)C2CC(C2)(O)C)C(=C1)C(F)F